tert-butyl (3R)-3-[6-(2-hydroxy-4,6-dimethyl-phenyl)pyrido[2,3-b]pyrazin-3-yl]pyrrolidine-1-carboxylate OC1=C(C(=CC(=C1)C)C)C=1C=CC=2C(=NC(=CN2)[C@H]2CN(CC2)C(=O)OC(C)(C)C)N1